(2-chlorophenyl)-1-(2-methanesulfonylethylamino)-6-(trifluoromethyl)pyrido[1,2-c]pyrimidin-3-one ClC1=C(C=CC=C1)C1=C2N(C(=NC1=O)NCCS(=O)(=O)C)C=CC(=C2)C(F)(F)F